7-(7-(8-bromo-7-fluoro-3-hydroxynaphthalen-1-yl)-8-fluoro-2-(((2r,7as)-2-fluorohexahydro-1H-pyrrolizin-7a-yl)methoxy)pyrido[4,3-d]pyrimidin-4-yl)-1,3,7-triazaspiro[4.5]decan-2-one BrC=1C(=CC=C2C=C(C=C(C12)C1=C(C=2N=C(N=C(C2C=N1)N1CC2(CNC(N2)=O)CCC1)OC[C@]12CCCN2C[C@@H](C1)F)F)O)F